3-(2-ethoxy-2-oxoethyl)-1H-imidazol-3-ium C(C)OC(C[N+]1=CNC=C1)=O